6-Bromo-5-chloro-7-nitroquinolin-8-ol BrC=1C(=C2C=CC=NC2=C(C1[N+](=O)[O-])O)Cl